O=C1NC=C(C(N1CC1=CC=C(C=C1)F)=O)C(=O)NC1=CC=C(C=C1)F 2,4-Dioxo-3-(4-fluorobenzyl)-N-(4-fluorophenyl)-1,2,3,4-tetrahydropyrimidine-5-carboxamide